14-butyl-8,13,13b,14-tetrahydroindolo[2',3':3,4]pyrido[2,1-b]quinazolin-5(7H)-one C(CCC)N1C2N(C(C=3C=CC=CC13)=O)CCC1=C2NC2=CC=CC=C21